3-(tert-butyl-dimethyl-silanyloxy)2-(4-chlorobenzyl)-propionic acid C(C)(C)(C)[Si](OCC(C(=O)O)CC1=CC=C(C=C1)Cl)(C)C